N(N)C1=NNN=C1C(F)(F)F 4-hydrazino-5-(trifluoromethyl)-2H-1,2,3-triazole